ethyl 3-((2-(2-chloro-5-trityl-5H-pyrrolo[2,3-b]pyrazin-7-yl)-5-fluoro-6-(thiophen-2-yl)pyrimidin-4-yl)amino)-4-methyl-4-(pyridin-2-yl)pentanoate ClC=1N=C2C(=NC1)N(C=C2C2=NC(=C(C(=N2)NC(CC(=O)OCC)C(C)(C2=NC=CC=C2)C)F)C=2SC=CC2)C(C2=CC=CC=C2)(C2=CC=CC=C2)C2=CC=CC=C2